5-[(7R)-1-fluoro-3-hydroxy-7-{[(thiophen-3-yl)methyl]amino}-5,6,7,8-tetrahydronaphthalen-2-yl]-1λ6,2,5-thiadiazolidine-1,1,3-trione FC1=C(C(=CC=2CC[C@H](CC12)NCC1=CSC=C1)O)N1CC(NS1(=O)=O)=O